C(#N)C1=C(C=C(C=C1)C(CN1C([C@@H]2N(CCNC2)CC1)=O)C)C (9aR)-8-(2-(4-Cyano-3-methylphenyl)propyl)-9-oxooctahydro-2H-pyrazino[1,2-a]pyrazin